FC1([C@@H]2COC[C@]12C(=O)NC1=CC=C(C=C1)[C@H](C)N1C(=NC=C1)C)F |o1:2,6| (1R*,5S*)-6,6-difluoro-N-(4-[(1S)-1-(2-methyl-1H-imidazol-1-yl)ethyl]phenyl)-3-oxabicyclo[3.1.0]hexane-1-carboxamide